5-(3',4'-dimethoxy-4-nitro-[1,1'-biphenyl]-2-yl)-2-trityl-2H-tetrazole COC=1C=C(C=CC1OC)C1=C(C=C(C=C1)[N+](=O)[O-])C=1N=NN(N1)C(C1=CC=CC=C1)(C1=CC=CC=C1)C1=CC=CC=C1